tert-butyl (1R,5S)-3-(2-(((S)-1-(3-aminopropyl)pyrrolidin-2-yl)methoxy)-7-(4-(2-cyanoethyl)-1H-indol-3-yl)-8-fluoroquinazolin-4-yl)-3,8-diazabicyclo[3.2.1]octane-8-carboxylate NCCCN1[C@@H](CCC1)COC1=NC2=C(C(=CC=C2C(=N1)N1C[C@H]2CC[C@@H](C1)N2C(=O)OC(C)(C)C)C2=CNC1=CC=CC(=C21)CCC#N)F